C(=O)(O)[C@H](CC(=O)N1CC2=CC(=C(C(=C2C1)Cl)OCCCOC1=C(C2=C(SC(=C2)C(C[C@@H](C(=O)O)C)=O)C=C1OC)F)O)C (S)-4-(5-(3-((2-((S)-3-carboxybutanoyl)-4-chloro-6-hydroxyisoindolin-5-yl)oxy)propoxy)-4-fluoro-6-methoxybenzo[b]thiophen-2-yl)-2-methyl-4-oxobutanoic acid